2-(2-hydroxy-4-octyloxyphenyl)-4,6-bis(4'-methylphenyl)-1,3,5-triazine OC1=C(C=CC(=C1)OCCCCCCCC)C1=NC(=NC(=N1)C1=CC=C(C=C1)C)C1=CC=C(C=C1)C